6-cyclopropyl-2-((2-methoxypyridin-3-yl)amino)nicotinonitrile C1(CC1)C1=NC(=C(C#N)C=C1)NC=1C(=NC=CC1)OC